CC1(CC1)C1=CC2(CN(C2)C(=O)OCCCC)C1 Butyl 6-(1-methylcyclopropyl)-2-azaspiro[3.3]hept-5-ene-2-carboxylate